6-((1-acryloyl-piperidin-4-yl)oxy)-4-((5-(furan-2-yl)-2-methoxyphenyl)amino)-7-methoxy-quinolin-3-carbonitrile C(C=C)(=O)N1CCC(CC1)OC=1C=C2C(=C(C=NC2=CC1OC)C#N)NC1=C(C=CC(=C1)C=1OC=CC1)OC